C(C)(C)(C)OC(=O)N1CC=2NN=C(C2C1)C1=C(C=C(C=C1)C(=O)OC)F 3-(2-fluoro-4-(methoxycarbonyl)phenyl)-4,6-dihydropyrrolo[3,4-c]Pyrazole-5(1H)-carboxylic acid tert-butyl ester